C(C)(C)C1=CC=C(C=C1)C(C(C)(C)O)=O 1-(4-isopropylphenyl)-2-hydroxy-2-Methylpropan-1-one